C(C1=CC=CC=C1)(=O)ON=C(C(=O)C1=CC=C(C=C1)SC1=CC=CC=C1)CCCCCC 2-(benzoyloxyimino)-1-[4-(phenylsulfanyl)phenyl]-1-octanone